[Ru].C1(=CC=C(C=C1)C)C(C)C para-cymene ruthenium